10-methyl-9-(phenylethynyl)acridinium iodide [I-].C[N+]1=C2C=CC=CC2=C(C2=CC=CC=C12)C#CC1=CC=CC=C1